8-(piperidine-1-carbonyl)-1,2,3,4-tetrahydroisoquinoline N1(CCCCC1)C(=O)C=1C=CC=C2CCNCC12